(5aR,5bS,7aS,8S,10aS,10bR)-2-(benzylamino)-5a,7a-dimethyl-5,5a,5b,6,7,7a,8,9,10,10a,10b,11-dodecahydro-4H-cyclopenta[7,8]phenanthro[2,1-d]thiazol-8-ol C(C1=CC=CC=C1)NC=1SC2=C(N1)CC[C@@]1([C@H]3CC[C@]4([C@H]([C@@H]3CC=C12)CC[C@@H]4O)C)C